4-((2R,6S)-2,6-bis(3-methylpyridin-2-yl)piperidin-1-yl)-N-methylbutan-1-amine CC=1C(=NC=CC1)[C@@H]1N([C@@H](CCC1)C1=NC=CC=C1C)CCCCNC